2,3,5-tribromobenzoic acid BrC1=C(C(=O)O)C=C(C=C1Br)Br